racemic-(4-methoxyphenyl)(pyridin-2-yl)methanol COC1=CC=C(C=C1)[C@@H](O)C1=NC=CC=C1 |r|